C(C)(C)(C)C1=CC(=NO1)CCNC(=O)[C@H]1N(C[C@@H](C1)O)C([C@H](C(C)(C)C)N1N=NC(=C1)C1CC1)=O (2S,4R)-N-[2-(5-tert-butylisoxazol-3-yl)ethyl]-1-[(2S)-2-(4-cyclopropyltriazol-1-yl)-3,3-dimethyl-butanoyl]-4-hydroxy-pyrrolidine-2-carboxamide